2-(1-(3-iodophenyl)ethyl)-10H-phenothiazine IC=1C=C(C=CC1)C(C)C1=CC=2NC3=CC=CC=C3SC2C=C1